C[C@@H]1N(C2=CC=CC=C2[C@@H](C1)NC1CCC(CC1)NC(=O)NCC(=O)OCC)C(CC)=O ethyl (((1R,4r)-4-(((2S,4R)-2-methyl-1-propionyl-1,2,3,4-tetrahydroquinolin-4-yl)amino)cyclohexyl)carbamoyl)glycinate